C(#C)C=1C=CC=C2C=CC=C(C12)C1=C(C=2N=C(N=C(C2C=N1)N1[C@H](CNCC1)C)OC[C@]12CCCN2C[C@@H](C1)F)F 7-(8-Ethynylnaphthalen-1-yl)-8-fluoro-2-(((2R,7aS)-2-fluorotetrahydro-1H-pyrrolizin-7a(5H)-yl)methoxy)-4-((S)-2-methylpiperazin-1-yl)pyrido[4,3-d]pyrimidine